COC1CC(C1)N (1s,3s)-3-methoxycyclobutan-1-amine